(pentafluoroethyl)tin FC(C(F)(F)F)(F)[Sn]